COC1(CN(C1)CC[C@@H](C)[C@H]1CC[C@H]2\C(\CCC[C@]12C)=C\C=C1C[C@H](C[C@@H](C1)O)O)C(F)(F)F (1R,3R)-5-(2-((1R,3aS,7aR,E)-1-((R)-4-(3-methoxy-3-(trifluoromethyl)azetidin-1-yl)butan-2-yl)-7a-methyl-octahydro-4H-inden-4-ylidene)ethylidene)cyclohexane-1,3-diol